ClC1=CC(=NC(=N1)SC)NC1=C(COC1)C(=O)OC methyl 4-((6-chloro-2-(methylthio)pyrimidin-4-yl)amino)-2,5-dihydrofuran-3-carboxylate